NCC1N2CCCNC2=NCC1 aminomethyl-1,5,7-triazabicyclo[4.4.0]dec-5-ene